(1R,3s,5S)-3-(3-fluoro-4-iodo-N-methylbenzamido)-8-azabicyclo[3.2.1]octane-8-carboxylic acid tert-butyl ester C(C)(C)(C)OC(=O)N1[C@H]2CC(C[C@@H]1CC2)N(C(C2=CC(=C(C=C2)I)F)=O)C